5-(tetrahydropyran-4-yl)-1-(toluene-4-sulfonyl)-1H-pyrrol-3-sulfonyl chloride O1CCC(CC1)C1=CC(=CN1S(=O)(=O)C1=CC=C(C)C=C1)S(=O)(=O)Cl